(S)-5-((((5-chloro-6-(((S)-4-(3,6-dihydro-2H-pyran-4-yl)-2,3-dihydro-1H-inden-1-yl)oxy)-2-methoxypyridin-3-yl)methyl)amino)methyl)pyrrolidin-2-one ClC=1C=C(C(=NC1O[C@H]1CCC2=C(C=CC=C12)C=1CCOCC1)OC)CNC[C@@H]1CCC(N1)=O